The molecule is the 21-O-pivalate ester of clocortolone. It is used for the relief of inflammatory and pruritic (itching) skin disorders. It has a role as an anti-inflammatory drug and an antipruritic drug. It is a glucocorticoid, an 11beta-hydroxy steroid, a pivalate ester, a 20-oxo steroid, a fluorinated steroid, a 3-oxo-Delta(1),Delta(4)-steroid and a chlorinated steroid. It derives from a clocortolone. C[C@@H]1C[C@H]2[C@@H]3C[C@@H](C4=CC(=O)C=C[C@@]4([C@]3([C@H](C[C@@]2([C@H]1C(=O)COC(=O)C(C)(C)C)C)O)Cl)C)F